ClC1=NC(=NC(=N1)N1CCOCC1)N1[C@H](COCC1)C (S)-4-(4-chloro-6-morpholino-1,3,5-triazin-2-yl)-3-methylmorpholine